2,4-dimethyl-6-phenyl-1,3,5-triazine CC1=NC(=NC(=N1)C)C1=CC=CC=C1